(4-methylpiperazin-1-yl)(3-(8,9,10,11-tetrahydro-3H-pyrazolo[4,3-a]phenanthridin-7-yl)phenyl)methanone CN1CCN(CC1)C(=O)C1=CC(=CC=C1)C1=NC2=CC=C3C(=C2C=2CCCCC12)C=NN3